O1C(=CC=C1)C1=NN2C(N=C(N=C2N)NCCC2=CC=C(C=C2)NCCOC)=N1 2-(furan-2-yl)-N5-(4-((2-methoxyethyl)amino)phenethyl)-[1,2,4]triazolo[1,5-a][1,3,5]triazine-5,7-diamine